3-(6-methylpyridin-2-yl)-4-(4-quinolyl)-1-Phenylthiocarbamoyl-1H-pyrazole CC1=CC=CC(=N1)C1=NN(C=C1C1=CC=NC2=CC=CC=C12)C(NC1=CC=CC=C1)=S